BrCC1=CC(=C(C=C1)B(O)O)F 4-(bromomethyl)-2-fluorobenzeneboronic acid